C(C)[N+](CCCCCCCCCC)(CC)CC N,N,N-triethyl-N-decyl-ammonium